methyl-4-chlorothiophene CC=1SC=C(C1)Cl